1-bromo-2-[(4-methoxyphenyl)methyl]-4-methyl-3-oxo-5,7-dihydrocyclopenta[c]pyridine-6,6-dicarboxylic acid dimethyl ester COC(=O)C1(CC=2C(=C(N(C(C2C)=O)CC2=CC=C(C=C2)OC)Br)C1)C(=O)OC